N1(C[C@H](CCC1)C1CCNCC1)C(C(F)(F)F)=O (R)-1-([3,4'-bipiperidin]-1-yl)-2,2,2-trifluoroethan-1-one